(4,4-Dimethylpiperidin-1-yl)(phenyl)acetic acid CC1(CCN(CC1)C(C(=O)O)C1=CC=CC=C1)C